C(=O)(O)C1=CC=C(C=C1)C(C(F)(F)F)(C(F)(F)F)C1=CC=C(C=C1)C(=O)O 2,2-bis(4-carboxyphenyl)-1,1,1,3,3,3-hexafluoropropane